CC1=CCC=2C(=CC3=C(C=C(O3)C=3C=C(C(=O)NC4CCN(CC4)C)C=CC3)C2)OC1 3-[7-methyl-5,8-dihydrooxepino[3,2-f]benzofuran-2-yl]-N-(1-methylpiperidin-4-yl)benzamide